CC1=C(C=O)C=CC(=C1)[N+](=O)[O-] 2-methyl-4-nitro-benzaldehyde